ClC=1C=NC(=C(C(=O)NC2CCC(CC2)CN2C(N(C3=C2C=CC=C3)C3=CC2=C(N(N=N2)CCO)C=C3)=O)C1)C(F)F 5-chloro-2-(difluoromethyl)-N-((1r,4r)-4-((3-(1-(2-hydroxy-ethyl)-1H-benzo[d][1,2,3]triazol-5-yl)-2-oxo-2,3-dihydro-1H-benzo[d]imidazol-1-yl)methyl)cyclohexyl)nicotinamide